COC=1C=C(C=C(C1C=O)OC)B(O)O 3,5-dimethoxy-4-formyl-phenyl-boronic acid